FC(S(=O)(=O)N(S(=O)(=O)C(F)(F)F)C1=NC=C(C=C1)Cl)(F)F [N,N-bis(trifluoromethanesulfonyl)amino]-5-chloropyridine